4-(3-Chloro-4-(4-(2-((1-(methylsulfonyl)piperidin-4-yl)amino)-5-(trifluoromethyl)pyrimidin-4-yl)-1H-imidazol-1-yl)phenyl)-1-methylpiperazin-2-one ClC=1C=C(C=CC1N1C=NC(=C1)C1=NC(=NC=C1C(F)(F)F)NC1CCN(CC1)S(=O)(=O)C)N1CC(N(CC1)C)=O